C(#N)C=1C=C(C=CC1)C=1N=C(SC1C1=CC(=NC(=C1)C)C)NC(=O)N1CC(OCC1)C(C)(C)O N-[4-(3-Cyanophenyl)-5-(2,6-dimethyl-4-pyridyl)thiazol-2-yl]-2-(1-hydroxy-1-methyl-ethyl)morpholin-4-carboxamid